O=C1NC2=CC=CC=C2C(N1CC(=O)NC(C)C=1SC=CC1)=O 2-(2,4-dioxo-1,4-dihydroquinazolin-3(2H)-yl)-N-(1-(thiophen-2-yl)ethyl)acetamide